8-(4-(difluoromethoxy)phenyl)-6-(1-methyl-1H-benzo[d]imidazol-6-yl)-2-(methylsulfonyl)pyrido[2,3-d]pyrimidin-7(8H)-one FC(OC1=CC=C(C=C1)N1C(C(=CC2=C1N=C(N=C2)S(=O)(=O)C)C=2C=CC1=C(N(C=N1)C)C2)=O)F